S1SC=CC2=C1CCCC2 Dithiino-cyclohexane